N-((1r,4r)-4-hydroxycyclohexyl)-4-(1H-imidazol-1-yl)pyrimidine-2-carboxamide OC1CCC(CC1)NC(=O)C1=NC=CC(=N1)N1C=NC=C1